CS(=O)(=O)CC=1C=2N(N=C(C1)N1C[C@H]3CC[C@@H](C1)O3)C=NC2 (1R,5S)-3-(4-((methylsulfonyl)methyl)imidazo[1,5-b]pyridazin-2-yl)-8-oxa-3-azabicyclo[3.2.1]octane